2-(trifluoromethyl)pyrrolidine-2-carboxamide FC(C1(NCCC1)C(=O)N)(F)F